NC=1C(=NC(=CN1)Br)N1N=CC(=C1)C(=O)OCC Ethyl 1-(3-amino-6-bromopyrazin-2-yl)-1H-pyrazole-4-carboxylate